4,4-dimethyl-morpholinium C[N+]1(CCOCC1)C